C=1(C=C(C(=C2C1NC1=C2C(=C(C=2C3=CC(=CC(=C3NC12)[2H])[2H])[2H])[2H])[2H])[2H])[2H] 11,12-dihydroindolo[2,3-a]carbazole-1,3,4,5,6,8,10-d7